C(C)N1C=NC2=C1N=NC=C2C=2C=CC(=C(C2)C2=CC1=CN(N=C1C=C2OC)CC(=O)N2CCCC2)F 2-(5-(5-(7-Ethyl-7H-imidazo[4,5-c]pyridazin-4-yl)-2-fluorophenyl)-6-methoxy-2H-indazol-2-yl)-1-(pyrrolidin-1-yl)ethan-1-one